FC1=C(C(=CC=C1)F)C(C)(C)C1=NOC(=N1)C1=NC(=CC(=N1)OC)OC 2-{3-[2-(2,6-difluorophenyl)propan-2-yl]-1,2,4-oxadiazol-5-yl}-4,6-dimethoxypyrimidine